bis[2-((oxo) diphenyl-phosphinyl)phenyl] ether O=C1C(C=CC=C1)P(=O)(C1=C(C=CC=C1)OC1=C(C=CC=C1)P(=O)(C1C(C=CC=C1)=O)C1=CC=CC=C1)C1=CC=CC=C1